1,1,2,3,3-pentamethyl-2,3,6,7-tetrahydro-1H-inden-4(5H)-one CC1(C(C(C=2C(CCCC12)=O)(C)C)C)C